1-(difluoromethyl)-1H-indazol-6-amine FC(N1N=CC2=CC=C(C=C12)N)F